P(OCCCO)([O-])([O-])=S O-(3-hydroxypropyl) phosphorothioate